BrC=1C=CC(=C2C=CC(=NC12)OC)OC 8-bromo-2,5-dimethoxyquinoline